FP(OCCCCC)F Difluoro(pentyloxy)phosphane